C(#N)C1=NC=CC(=N1)NC1=NNC(=C1)[C@@H]1C[C@@H](CC1)N(C([O-])=O)C1(CC1)C (1R,3S)-3-(3-((2-cyanopyrimidin-4-yl)amino)-1H-pyrazol-5-yl)cyclopentyl(1-methylcyclopropyl)carbamate